CC1CN(CC(C1)C)CC1=CC=C(CNC2=C3C(N(C(=NC3=CC=C2)C)C2C(NC(CC2)=O)=O)=O)C=C1 3-(5-((4-((3,5-dimethylpiperidin-1-yl)methyl)benzyl)amino)-2-methyl-4-oxoquinazolin-3(4H)-yl)piperidine-2,6-dione